2-Benzyloxy-1,3-dimethoxy-5-nitro-benzene C(C1=CC=CC=C1)OC1=C(C=C(C=C1OC)[N+](=O)[O-])OC